NC=1N=C(C2=C(C=CC=C2C1)Cl)C1=C(C=2N=C(N=C(C2C=N1)N(C)CC1CNC1)OC[C@]12CCCN2C[C@@H](C1)F)F 7-(3-amino-8-chloroisoquinolin-1-yl)-N-(azetidin-3-ylmethyl)-8-fluoro-2-(((2R,7aS)-2-fluorotetrahydro-1H-pyrrolizin-7a(5H)-yl)methoxy)-N-methylpyrido[4,3-d]pyrimidin-4-amine